N[C@H](CC(C)C)C(=O)N1C2CN(CC1C2)C2=CC=C(C=N2)C=2C=1N(C=C(C2)OCC(C)(C)O)N=CC1C#N 4-(6-(6-(D-leucyl)-3,6-diazabicyclo[3.1.1]hept-3-yl)pyridin-3-yl)-6-(2-hydroxy-2-methylpropyloxy)pyrazolo[1,5-a]pyridine-3-carbonitrile